C(C)N(CC)CC tri-Ethylamine